2-hydroxy-4-hydroxyethyl-aminotoluene OC1=C(CN)C=CC(=C1)CCO